2,6-naphthalenedicarboxylic acid ethyleneester C1COC(=O)C=2C=C3C=CC(=CC3=CC2)C(=O)O1